6-((1S,2S)-2-aminocyclohexyl)-2-chloro-5-(difluoromethyl)-N-(furan-2-ylmethyl)-7-(prop-1-yn-1-yl)-5H-pyrrolo[3,2-d]pyrimidin-4-amine N[C@@H]1[C@H](CCCC1)C1=C(C=2N=C(N=C(C2N1C(F)F)NCC=1OC=CC1)Cl)C#CC